5-chloro-1-[(4-methoxyphenyl)methyl]-3-[(E)-styryl]pyrazin-2-one ClC=1N=C(C(N(C1)CC1=CC=C(C=C1)OC)=O)\C=C\C1=CC=CC=C1